m-isopropenyl-cumyl hydroperoxide C(=C)(C)C=1C=C(C(C)(C)OO)C=CC1